C(C)(C)(C)[C@@H]1N(CCNC1CO)C(=O)OCCC1=CC=CC=C1 phenyl-monoethanol tert-Butyl-(S)-3-(hydroxymethyl)piperazine-1-carboxylate